C1(CC1)CN(C(=O)N)CC1=CNC(C2=CC=CC=C12)=O 1-(cyclopropylmethyl)-1-((1-oxo-1,2-dihydroisoquinolin-4-yl)methyl)urea